tert-butyl 3-[2-(4-{3-[(3-chloro-2-methoxyphenyl)amino]-4-oxo-1H,5H,6H,7H-pyrrolo[3,2-c]pyridin-2-yl}pyridin-3-yl)ethynyl]morpholine-4-carboxylate ClC=1C(=C(C=CC1)NC1=C(NC2=C1C(NCC2)=O)C2=C(C=NC=C2)C#CC2N(CCOC2)C(=O)OC(C)(C)C)OC